5-((trimethylsilyl)ethynyl)thiazolo[5,4-b]pyridine-2-amine C[Si](C)(C)C#CC1=CC=C2C(=N1)SC(=N2)N